FC1=C(C=CC(=C1)I)NC=1C=[N+](C=CC1C(=O)N1CC(C1)(O)[C@H]1NCCCC1)[O-] 1-({3-[(2-fluoro-4-iodophenyl)amino]-1-oxidopyridin-4-yl}carbonyl)-3-[(2S)-piperidin-2-yl]azetidin-3-ol